C(C1=CC=CC=C1)N1CC(CCC1)C1=CC=NC=2N1N=C(C2)C=2C=NC=CC2 7-(1-Benzylpiperidin-3-yl)-2-(pyridin-3-yl)pyrazolo[1,5-a]pyrimidine